bis-(2-hydroxy-ethyl)-imino-Tris-(hydroxymethyl)-methane OCCC(O)(C(C(O)=N)CO)CCO